4-((3-(4-(((1S,4S)-4-(1-oxa-7-azaspiro[3.5]nonan-7-yl)cyclohexyl)amino)-1-(2,2,2-trifluoroethyl)-1H-indol-2-yl)prop-2-yn-1-yl)amino)-3-methoxy-benzenesulfonamide O1CCC12CCN(CC2)C2CCC(CC2)NC2=C1C=C(N(C1=CC=C2)CC(F)(F)F)C#CCNC2=C(C=C(C=C2)S(=O)(=O)N)OC